S1C(=NC=C1)NC(\C=C\C(=O)N)=O N1-(Thiazol-2-yl)fumaramide